dimethylaminophenanthrol CN(C)C1=C(C=2C=CC3=CC=CC=C3C2C=C1)O